[Si](C)(C)(C(C)(C)C)OC1C(CCC1)COC1=NN=C(S1)N 5-((2-((tert-butyldimethylsilyl)oxy)cyclopentyl)methoxy)-1,3,4-thiadiazol-2-amine